CC1=NC=C(C(=N1)C1=CC=C(C=C1)C1=NNC2=NC=C(C=C21)C=2C=CC1=C(CC[C@H](CC1)N1C3COCC1C3)C2)C 6-[(7S)-2-{3-[4-(2,5-Dimethylpyrimidin-4-yl)phenyl]-1H-pyrazolo[3,4-b]pyridin-5-yl}-6,7,8,9-tetrahydro-5H-benzo[7]annulen-7-yl]-3-oxa-6-azabicyclo[3.1.1]heptane